ClC1=CC=C(C(=N1)C=1C=C(C(=C(C=O)C1)B1OC(C(O1)(C)C)(C)C)F)N[C@H](C)C=1C=C(C=C2C(C(=C(OC12)N1CCC(CC1)(C)C)C)=O)C 5-[6-chloro-3-[[(1R)-1-[2-(4,4-dimethyl-1-piperidyl)-3,6-dimethyl-4-oxo-chromen-8-yl]ethyl]amino]-2-pyridyl]-3-fluoro-2-(4,4,5,5-tetramethyl-1,3,2-dioxaborolan-2-yl)benzaldehyde